[N+](=O)(O)[O-].[N+](=O)(O)[O-].C(C=C)OC=1C=CC=2C[C@@H]3[C@@H]4C=C[C@@H]([C@H]5[C@@]4(C2C1O5)CCN3C)O allylmorphine dinitrate